5-(2-chloro-5-(isobutyramidomethyl)benzamido)-N-(3,4-difluorophenyl)-1-(2-methoxyethyl)-1H-indole-2-carboxamide ClC1=C(C(=O)NC=2C=C3C=C(N(C3=CC2)CCOC)C(=O)NC2=CC(=C(C=C2)F)F)C=C(C=C1)CNC(C(C)C)=O